2-(3-chloro-4-tolyl)-N-((5-(2,6-dioxopiperidin-3-yl)-4-oxo-5,6-dihydro-4H-thieno[3,4-c]pyrrol-1-yl)methyl)butanamide ClC=1C=C(C=CC1C(C(=O)NCC=1SC=C2C1CN(C2=O)C2C(NC(CC2)=O)=O)CC)C